ClC1=C2C=C(N(C2=CC=C1Cl)C)C(=O)NC1(COC1)C1=CC=C(C=C1)[C@H](C(=O)O)C(C)C |r| (±)-2-[4-[3-[(4,5-Dichloro-1-methyl-indole-2-carbonyl)amino]oxetan-3-yl]phenyl]-3-methyl-butanoic acid